CN1N=CC(=C1)C1=CC=2N(C(=C1)C1=CC=C(CNC(=O)C3=NOC(=N3)C3(CC3)C)C=C1)C=NN2 N-(4-(7-(1-methyl-1H-pyrazol-4-yl)-[1,2,4]triazolo[4,3-a]pyridin-5-yl)benzyl)-5-(1-methylcyclopropyl)-1,2,4-oxadiazole-3-carboxamide